2-(4-(3-(2,6-dichloro-3,5-dimethoxyphenyl)-1-ethyl-2-oxo-1,2-dihydro-1,6-naphthyridin-7-yl)-3-methyl-1H-pyrazol-1-yl)acetonitrile ClC1=C(C(=C(C=C1OC)OC)Cl)C=1C(N(C2=CC(=NC=C2C1)C=1C(=NN(C1)CC#N)C)CC)=O